FC1=CC=C(CN2C(NC3=C(C2=O)CN(CC3)C(=O)OCC3=CC=CC=C3)=O)C=C1 3-(4-fluorobenzyl)-6-benzyloxycarbonyl-5,6,7,8-tetrahydropyrido[4,3-d]pyrimidine-2,4(1H,3H)-dione